C(CCC=C)OC1=CC=C(C=C1)C1=NC=CC=C1 2-(4-(4-penten-1-yloxy)phenyl)pyridine